CN(C(=O)OC=1C(=CC(=C(C1)SSSSSC1=C(C=C(C(=C1)OC(N(C)C)=O)C)C)C)C)C bis(5-dimethylcarbamoyloxy-2,4-dimethylphenyl) pentasulfide